2-(2,6-dioxopiperidin-3-yl)-5-((6-oxo-6-(4-(4-(pyridin-2-yl)-1H-pyrazol-1-yl)piperidin-1-yl)hexyl)amino)isoindoline-1,3-dione O=C1NC(CCC1N1C(C2=CC=C(C=C2C1=O)NCCCCCC(N1CCC(CC1)N1N=CC(=C1)C1=NC=CC=C1)=O)=O)=O